Sodium p-Nitrophenolate [N+](=O)([O-])C1=CC=C(C=C1)[O-].[Na+]